5-bromo-N-[(3R)-1-ethyl-3-piperidyl]oxazolo[4,5-b]-pyridin-2-amine BrC1=CC=C2C(=N1)N=C(O2)N[C@H]2CN(CCC2)CC